L-N-methyl-serine CN[C@@H](CO)C(=O)O